NC=1C=C(OCCCCCNC(OC(C)(C)C)=O)C=CC1 tert-butyl (5-(3-aminophenoxy)pentyl)carbamate